ClC1=NC=CC(=N1)C=1C=CC(N(C1)C(C)C)=O 5-(2-chloropyrimidin-4-yl)-1-isopropylpyridin-2(1H)-one